O[C@@H](CN1C[C@@H](CC1)NC(=O)C1=CC2=C(N(C(=N2)NC=2SC3=C(N2)C=CC(=C3)C(F)(F)F)C)C=C1)C 1-Methyl-2-(6-trifluoromethyl-benzothiazol-2-ylamino)-1H-benzoimidazole-5-carboxylic acid [(R)-1-((R)-2-hydroxy-propyl)-pyrrolidin-3-yl]-amide